methyl-N-((S)-1-(methylsulfonyl)pyrrolidine-3-carbonyl)-L-valinate COC([C@@H](NC(=O)[C@@H]1CN(CC1)S(=O)(=O)C)C(C)C)=O